FS(=O)(O)F difluorosulfinic acid